((n-propylsulfonyloxyimino)-4-methoxyphenyl)acetonitrile C(CC)S(=O)(=O)ON=C1C(C=CC(=C1)OC)CC#N